FC(C=1N=C(NC(C1)=O)C=1C(=C(CC(C(=O)N)(C)C)C=CC1C(F)(F)F)F)F {3-[4-(difluoromethyl)-6-oxo-1,6-dihydropyrimidin-2-yl]-2-fluoro-4-(trifluoromethyl)benzyl}isobutyramide